3-bromo-5-(4-(trifluoromethyl)phenoxy)-1-(2,2,2-trifluoroethyl)-1H-1,2,4-triazole BrC1=NN(C(=N1)OC1=CC=C(C=C1)C(F)(F)F)CC(F)(F)F